COC1=CC=C(CN)C=C1 p-Methoxybenzyl-Amine